BrC1=CC(=C(C=C1)C1=NN=C(N1C1N(CCCC1)C)C1=C(C=C(C=C1)Br)F)F (3,5-bis(4-bromo-2-fluorophenyl)-4H-1,2,4-triazol-4-yl)-1-methylpiperidine